1-fluoroheptadecan-9-yl 8-((2-(dimethylamino)ethyl)(8-(nonyloxy)-8-oxooctyl)amino)octanoate CN(CCN(CCCCCCCC(=O)OC(CCCCCCCCF)CCCCCCCC)CCCCCCCC(=O)OCCCCCCCCC)C